2-(furan-2-yl)-5-(3-((4-(4-methylpyridin-2-yl)piperazin-1-yl)methyl)piperidin-1-yl)-[1,2,4]triazolo[1,5-a][1,3,5]triazine-7-amine O1C(=CC=C1)C1=NN2C(N=C(N=C2N)N2CC(CCC2)CN2CCN(CC2)C2=NC=CC(=C2)C)=N1